3,5-difluoro-4-(4,4,5,5-tetramethyl-1,3,2-dioxaborolan-2-yl)benzaldehyde FC=1C=C(C=O)C=C(C1B1OC(C(O1)(C)C)(C)C)F